Methyl (S)-3-(methylcarbamoyl)-1-(1-phenylethyl)-1H-pyrazole-5-carboxylate CNC(=O)C1=NN(C(=C1)C(=O)OC)[C@@H](C)C1=CC=CC=C1